COC1=CC=CC2=CC=CC=C12 methoxynaphthalen